FC1=C(C(=O)O)C(=CC=C1F)NC(C)C=1C=C(C=C2C(C=C(OC12)C=1C=NN(C1)C1=CC=C(C=C1)C#N)=O)C 2,3-Difluoro-6-[1-[2-[1-(4-cyanophenyl)pyrazol-4-yl]-6-methyl-4-oxo-chromen-8-yl]ethylamino]benzoic acid